C1(C2C(C(=O)O1)CCCC2)=O (e)-Hexahydrophthalic anhydride